2-{[8-(4-chloropyridin-2-yl)-3-oxo-1H,2H,3H-benzo[e]isoindol-2-yl]methyl}prop-2-enamide ClC1=CC(=NC=C1)C=1C=CC2=C(C=3CN(C(C3C=C2)=O)CC(C(=O)N)=C)C1